(Z)-3-(4-((5-cyclopropyl-3-(2,6-dichlorophenyl)isoxazol-4-yl)methoxy)piperidin-1-yl)-N'-hydroxybenzimidamide C1(CC1)C1=C(C(=NO1)C1=C(C=CC=C1Cl)Cl)COC1CCN(CC1)C=1C=C(/C(/N)=N/O)C=CC1